BrC1=C2C=C(N=CC2=CC(=C1CBr)CBr)Cl 5-bromo-6,7-bis(bromomethyl)-3-chloro-isoquinoline